2-acetyl-6-trimethylstannylpyridine C(C)(=O)C1=NC(=CC=C1)[Sn](C)(C)C